N-{(6S)-2-[4-(2,6-difluorophenyl)-6-(trifluoromethyl)-1,2-benzoxazol-3-yl]-3-oxo-2,5,6,7-tetrahydro-3H-pyrrolo[1,2-c]imidazol-6-yl}ethanesulfonamide FC1=C(C(=CC=C1)F)C1=CC(=CC2=C1C(=NO2)N2C(N1C(=C2)C[C@@H](C1)NS(=O)(=O)CC)=O)C(F)(F)F